difluorocarboxylic acid FOC(=O)F